2-[4-[(E)-3-(3-Chlorophenyl)prop-2-enoyl]phenoxy]acetic acid ClC=1C=C(C=CC1)/C=C/C(=O)C1=CC=C(OCC(=O)O)C=C1